O[C@@H]1C(NCC1)=O (S)-3-hydroxy-2-pyrrolidone